6-tert-butyl-9-[1-(carboxymethyl)-1H-1,2,4-triazol-3-yl]-10-methoxy-2-oxo-6,7-dihydro-2H-pyrido[2,1-a]isoquinoline-3-carboxylic acid C(C)(C)(C)C1N2C(C3=CC(=C(C=C3C1)C1=NN(C=N1)CC(=O)O)OC)=CC(C(=C2)C(=O)O)=O